OC1=C(N2C(C3=CC(=CC=C13)OC1=CC=C(C=C1)OC)=NC=N2)C(=O)OC Methyl 6-hydroxy-9-(4-methoxyphenoxy)-[1,2,4]triazolo[5,1-a]isoquinoline-5-carboxylate